tert-butyl-p-Hydroxyanisole COC1C=CC(O)=C(C(C)(C)C)C=1.COC1C=CC(O)=CC=1C(C)(C)C